3-fluoro-3-(2-(trimethylsilyl)ethynyl)azetidine titanium-antimony [Sb].[Ti].FC1(CNC1)C#C[Si](C)(C)C